7-(1,1a,6,6a-tetrahydrocyclopropa[a]inden-2-yl)quinoline-3-acetonitrile C1C2C1CC=1C=CC=C(C21)C2=CC=C1C=C(C=NC1=C2)CC#N